ClC1=C(C(=CC=C1)F)NC(=O)C1=CC(=C(C=C1O[C@H](C(F)(F)F)C)C=1SC2=C(CN(CC2)C(=O)OC(C)(C)C)N1)F (S)-tert-butyl 2-(4-((2-chloro-6-fluorophenyl)carbamoyl)-2-fluoro-5-((1,1,1-trifluoropropan-2-yl)oxy)phenyl)-6,7-dihydrothiazolo[4,5-c]pyridine-5(4H)-carboxylate